C\C(=C/O)\CC[C@H]1C(C(=CC1)C)(C)C 2-Methyl-4-[(1R)-2,2,3-trimethyl-3-cyclopenten-1-yl]-(2E)-buten-1-ol